4-[5-(3,4-dimethoxyphenyl)thiophen-2-yl]methyl-2,4-dihydro-3H-1,2,4-triazol-3-one hydrochloride Cl.COC=1C=C(C=CC1OC)C1=CC=C(S1)CN1C(NN=C1)=O